(3-methoxy-4-((4-(methylamino)-5-(trifluoromethyl)pyrimidin-2-yl)amino)phenyl)(piperazin-1-yl)methanone HCl salt Cl.COC=1C=C(C=CC1NC1=NC=C(C(=N1)NC)C(F)(F)F)C(=O)N1CCNCC1